ClC=1C=C(CNC(OCC=C)=O)C=C(C1)NC(=O)NCC=1C=C2CN(C(C2=CC1)=O)C1C(NC(CC1)=O)=O allyl (3-chloro-5-(3-((2-(2,6-dioxopiperidin-3-yl)-1-oxoisoindolin-5-yl)methyl)ureido)benzyl)carbamate